COS(=O)(=O)[O-].C(CCCCCCCCCCCCCCCCC)[NH+](C)CCO stearyl-hydroxyethyl-methyl-ammonium methyl-sulfate